B(O)(O)OC(C)(C)C(C)(C)O mono-pinacol borate